FC(N1N=NC(=C1C(=O)OCC)C(F)F)F ethyl 1,4-bis(difluoromethyl)-1H-1,2,3-triazole-5-carboxylate